CC1=C(C=C(C=C1)[N+](=O)[O-])S(=O)(=O)NCC1=CC=C(C(=O)OC)C=C1 methyl 4-[[(2-methyl-5-nitro-phenyl)sulfonylamino]methyl]benzoate